C(C)(C)(C)OC(=O)NC\C=C(\C(=O)[O-])/F Z-4-(tert-butoxycarbonylamino)-2-fluorobut-2-enoate